N1(CCCC2=CC=CC=C12)CC(=O)NC1=NN=C(N1)C1=NC=CC=C1 2-(3,4-DIHYDROQUINOLIN-1(2H)-YL)-N-(5-(PYRIDIN-2-YL)-4H-1,2,4-TRIAZOL-3-YL)ACETAMIDE